4-[(2,6-difluorobenzyl)oxy]-6-methylpyridin-2(1H)-one FC1=C(COC2=CC(NC(=C2)C)=O)C(=CC=C1)F